C(C)(C)(C)C1=NOC(=N1)C(=O)NCC1=C(C=C(C=C1)C1=C2C(=NC=C1)NC(=N2)C2=C(C=C(C=C2)C)[N+](=O)[O-])F 3-(tert-butyl)-N-(2-fluoro-4-(2-(4-methyl-2-nitrophenyl)-3H-imidazo[4,5-b]pyridin-7-yl)benzyl)-1,2,4-oxadiazole-5-carboxamide